The molecule is a member of the class of phenols that is phenol which is substituted at the para- position by an octyl group. It has a role as a surfactant, a xenoestrogen and a metabolite. CCCCCCCCC1=CC=C(C=C1)O